3-((3-exo)-3-((4-((5-methyl-1H-pyrazol-3-yl)amino)-7-phenylquinazolin-2-yl)amino)-8-azabicyclo[3.2.1]oct-8-yl)propionitrile CC1=CC(=NN1)NC1=NC(=NC2=CC(=CC=C12)C1=CC=CC=C1)NC1CC2CCC(C1)N2CCC#N